CN1C=2C(NC(NC2NCC1)(N)C1=NC(=CC=C1)C)=O 5-methyl-2-(6-methylpyridin-2-yl)-5,6,7,8-tetrahydropterin